2-[6-amino-5-[8-[2-(3-amino-3-methyl-but-1-ynyl)-4-pyridinyl]-3,8-diazabicyclo[3.2.1]oct-3-yl]pyridazin-3-yl]phenol NC1=C(C=C(N=N1)C1=C(C=CC=C1)O)N1CC2CCC(C1)N2C2=CC(=NC=C2)C#CC(C)(C)N